C(C=C)(=O)O.C(C=C)(=O)O.C(C=C)(=O)O.C(C=C)(=O)O.OCC(O)CO.OCC(O)CO diglycerol tetraacrylate